C(C)N(C=1C2=C(N=CN1)C(=CS2)C(=O)NC2COC2)/N=C/C=2C=CC1=C(COB1O)C2 4-[Ethyl-[(E)-(1-hydroxy-3H-2,1-benzoxaborol-5-yl)methylenamino]amino]-N-(oxetan-3-yl)thieno[3,2-d]pyrimidin-7-carboxamid